[Na].C(C)(=O)ON(CCN(OC(C)=O)OC(C)=O)OC(C)=O ethylenediamine tetraacetate sodium salt